C1(=CC=C(C=C1)C1=C2C(=NNC2=CC=C1)NCOC(=O)N1C=NC=C1)C=1CCCCC1.C(C)(C)(C)C=1C=CC2=C(N=C(O2)C=2SC(=CC2)C=2OC3=C(N2)C=C(C=C3)C(C)(C)C)C1 2,5-bis(5-tert-butyl-benzoxazol-2-yl)thiophene (((4-(2',3',4',5'-tetrahydro-[1,1'-biphenyl]-4-yl)-1H-indazol-3-yl)amino)methyl)-1H-imidazole-1-carboxylate